C[C@@H]1OC[C@@H](O1)C1=CC=CC=C1 (2R,4S)-2-methyl-4-phenyl-1,3-dioxolane